4-[3-(anthracen-9-yloxy)propoxy]benzoic acid C1=CC=CC2=CC3=CC=CC=C3C(=C12)OCCCOC1=CC=C(C(=O)O)C=C1